NC(=O)C1=CC=CC2=CN(N=C12)C1=CC=C(C=C1)NC(=O)C1=[NH+]C=CC=C1 2-[({4-[7-(aminocarbonyl)-2H-indazole-2-yl]phenyl}amino)carbonyl]pyridinium